C(C)(C)(C)OC(NCC1(CNC1)C)=O (3-methyl-azetidin-3-yl)methyl-carbamic acid tert-butyl ester